β-naphthylbenzylether C1=C(C=CC2=CC=CC=C12)OCC1=CC=CC=C1